methyl 3-(2-((2,2-difluoropropyl) amino) propyl)-1H-indole-5-carboxylate FC(CNC(CC1=CNC2=CC=C(C=C12)C(=O)OC)C)(C)F